BrC1=C(C(=CC(=C1)C(C(C(F)(F)F)(F)F)(C(F)(F)F)F)Cl)NC(=O)C=1C=CC(=C(C1)NC(C1=C(C=C(C=C1)C#N)C)=O)C#N N-[5-[[2-bromo-6-chloro-4-[1,2,2,3,3,3-hexafluoro-1-(trifluoromethyl)-propyl]phenyl]carbamoyl]-2-cyano-phenyl]-4-cyano-2-methyl-benzamide